C(CCCCC)(=O)OC1=CC(=C(C=C1)C(C=CC1=CC=C(C=C1)OC)=O)O [3-Hydroxy-4-[3-(4-methoxyphenyl)prop-2-enoyl]phenyl] hexanoate